N1=CN=CC2=C1OCCC2 6,7-dihydro-5H-pyrano[2,3-d]pyrimidine